C(CC(O)(C(=O)[O-])CC(=O)[O-])(=O)[O-].[Sb+3]=O antimony oxide citrate